5-((4-((2-fluorophenyl)amino)-5-methylpyrimidin-2-yl)amino)benzo[c][1,2]oxaborole-1(3H)-ol FC1=C(C=CC=C1)NC1=NC(=NC=C1C)NC1=CC2=C(B(OC2)O)C=C1